4-methyl-N-((R)-1-(2-methyl-3-(trifluoromethyl)phenyl)ethyl)-7-(((S)-pyrrolidin-3-yl)oxy)phthalazin-1-amine CC1=NN=C(C2=CC(=CC=C12)O[C@@H]1CNCC1)N[C@H](C)C1=C(C(=CC=C1)C(F)(F)F)C